FC=1C=C(C=CC1OC)C(CC(=O)O)N1CC2(C1)CC(C2)CC2=NC=1NCCCC1C=C2 3-(3-fluoro-4-methoxyphenyl)-3-(6-((5,6,7,8-tetrahydro-1,8-naphthyridin-2-yl)methyl)-2-azaspiro[3.3]hept-2-yl)propionic acid